C(C)(=O)NC1=C(C=CC=C1)B(O)O (2-Acetylaminophenyl)boronic acid